OCCCCOC=1C=CC2=C(OC3=C2C(C2=CC=C(C=C2C3(C)C)OC[C@H]([C@@H](CO)O)O)=O)C1 3-(4-Hydroxy-butoxy)-6,6-dimethyl-8-((2R,3R)-2,3,4-trihydroxy-butoxy)-6H-benzo[b]naphtho[2,3-d]furan-11-one